2,5-dimethoxy-3-pentyl-6-vinylpyrazine COC1=NC(=C(N=C1CCCCC)OC)C=C